FC=1C=C2C(=NN(C2=C(C1)C)C=1C=NC(=CC1)F)C=1C2=CN(N=C2C=CC1)C 5-fluoro-1-(6-fluoro-pyridin-3-yl)-2',7-dimethyl-1H,2'H-3,4'-biindazole